tert-Butyl 6-((3-((2-ethylhexyl)oxy)-3-oxopropyl)thio)-3,4-dihydroisoquinoline-2(1H)-carboxylate C(C)C(COC(CCSC=1C=C2CCN(CC2=CC1)C(=O)OC(C)(C)C)=O)CCCC